2-(3-(difluoromethyl)-1-methyl-1H-pyrazole-4-Carboxamido)-2,3-dihydro-1H-indene-2-carboxylic acid FC(C1=NN(C=C1C(=O)NC1(CC2=CC=CC=C2C1)C(=O)O)C)F